O(C(C(F)(F)OC(CO)(F)F)(F)F)C(C(F)(F)OC(CO)(F)F)(F)F 2,2'-((oxybis(1,1,2,2-tetrafluoroethane-2,1-diyl))bis(oxy))bis(2,2-difluoroethan-1-ol)